C1(=CC=CC=C1)C1=NN2C(N=CC=C2)=C1 phenylpyrazolo[1,5-a]pyrimidin